2-(2,6-dimethyl-morpholin-4-yl)malononitrile CC1CN(CC(O1)C)C(C#N)C#N